BrC1=CC(=C(S1)C=O)CCCCCC 5-bromo-3-hexylthiophene-2-carbaldehyde